BrC=1C=C2C(=CN(C2=CC1)C1=NC(=NC=C1)NC1=CC=C(C=C1)N1CCNCC1)C(=O)N 5-bromo-1-[2-(4-piperazin-1-yl-anilino)-pyrimidin-4-yl]-1H-indole-3-carboxamide